(2-(trifluoromethyl)phenylthio)-4-(3,4,5-trimethoxyphenyl)-1,6-dihydropyrimidine-5-carbonitrile FC(C1=C(C=CC=C1)SN1C=NC(=C(C1)C#N)C1=CC(=C(C(=C1)OC)OC)OC)(F)F